ClC=1C(=CC(=NC1)N[C@H](CO)C)I (S)-2-((5-chloro-4-iodopyridin-2-yl)amino)propan-1-ol